CC1CCC(CC1)[C@@H](C(NC1=CC2=C(C=N1)C1(CCOCC1)C(N2)=O)=O)NC(=O)N2CCCCC2 N-{(1S)-1-(4-Methylcyclohexyl)-2-oxo-2-[(2-oxospiro-[1H-pyrrolo[3,2-c]pyridine-3,4'-oxane]-6-yl)amino]ethyl}-piperidine-1-carboxamide